C(C=C)C1=CC(=C(C(=C1)CCC)O)CCC 4-allyl-2,6-dipropylphenol